Br[Si]1(CC[SiH](CC1)Br)Br 1,1,4-tribromo-1,4-disilacyclohexane